tetraacetic acid dipotassium [K].[K].C(C)(=O)O.C(C)(=O)O.C(C)(=O)O.C(C)(=O)O